C12OCC(C1)(C2)N2N=C1C=C(C(=CC1=C2)C(=O)NC=2C(N(C=CC2)[C@@H]2[C@@H](C2)C)=O)OC(C)C 2-(2-oxabicyclo[2.1.1]hexan-4-yl)-6-isopropoxy-N-(1-((1S,2R)-2-methylcyclopropyl)-2-oxo-1,2-dihydropyridin-3-yl)-2H-indazole-5-carboxamide